5-{3-[(3,5-dimethyl-phenyl)methyl]-1,2,4-oxadiazol-5-yl}-1-(propan-2-yl)-1H-1,2,3-benzotriazole CC=1C=C(C=C(C1)C)CC1=NOC(=N1)C1=CC2=C(N(N=N2)C(C)C)C=C1